2-(difluoromethyl)-5-[2,3-difluoro-4-[[5-(1-pyrazin-2-ylcyclopropyl)tetrazol-2-yl]methyl]phenyl]-1,3,4-oxadiazole FC(C=1OC(=NN1)C1=C(C(=C(C=C1)CN1N=C(N=N1)C1(CC1)C1=NC=CN=C1)F)F)F